C=1C(C=CC2=CC(C=CC12)=C(C#N)C#N)=C(C#N)C#N 2,2'-(naphthalene-2,6-diylidene)dimalononitrile